methyl (3R)-3-ethyl-5-fluoro-2-[(8-methyl-8-azabicyclo[3.2.1]octan-3-yl)methyl]-3,4-dihydro-1H-isoquinoline-7-carboxylate C(C)[C@H]1N(CC2=CC(=CC(=C2C1)F)C(=O)OC)CC1CC2CCC(C1)N2C